4'-chloro-3,4-dihydroxy-5-methoxy-3'-nitro-[1,1'-biphenyl]-2-carbaldehyde ClC1=C(C=C(C=C1)C=1C(=C(C(=C(C1)OC)O)O)C=O)[N+](=O)[O-]